2,2',6,6'-tetrakis[(4-hydroxy-3-methylphenyl)methyl]-4,4'-methylenediphenol OC1=C(C=C(C=C1)CC1=C(C(=CC(=C1)CC1=CC(=C(C(=C1)CC1=CC(=C(C=C1)O)C)O)CC1=CC(=C(C=C1)O)C)CC1=CC(=C(C=C1)O)C)O)C